ClC=1C(=NC(=NC1)NC1CCOCC1)C1=CC=C2CN(C(C2=C1)=O)CC(=O)N(C)C(CO)(C)C 2-(6-{5-chloro-2-[(oxacyclohex-4-yl)amino]pyrimidin-4-yl}-1-oxo-2,3-dihydro-1H-isoindol-2-yl)-N-(1-hydroxy-2-methylpropan-2-yl)-N-methylacetamide